C/C(/C(=O)NCCCCNC(\C=C\C1=CC=CC=C1)=O)=C\C (2E)-2-methyl-N-(4-{[(2E)-3-phenyl-2-propenoyl]amino}butyl)-2-butenamide